C(C1=CC=CC=C1)OC(=O)NC1=NC=2C=CC=CC2C2=C1N=C(N2CCCCN(C2CS(C2)(=O)=O)C(=O)OC(C)(C)C)CN(C(OCC2=CC=CC=C2)=O)CC benzyl ((4-(((benzyloxy)carbonyl)amino)-1-(4-((tert-butoxycarbonyl)(1,1-dioxidothietan-3-yl)amino)butyl)-1H-imidazo[4,5-c]quinolin-2-yl)methyl)(ethyl)carbamate